BrC=1N(C(=C(N1)C)C(=O)OCC)COCC[Si](C)(C)C Ethyl 2-bromo-4-methyl-1-((2-(trimethylsilyl) ethoxy) methyl)-1H-imidazole-5-carboxylate